6-(2-(phenylamino)-[1,2,4]triazolo[1,5-a]pyridin-8-yl)-4-(phosphonomethoxy)-1-naphthoic acid C1(=CC=CC=C1)NC1=NN2C(C(=CC=C2)C=2C=C3C(=CC=C(C3=CC2)C(=O)O)OCP(=O)(O)O)=N1